((3aR,4S,7S,8R,8aR)-2,2-dimethyl-8-((6-(trifluoromethyl)pyrazin-2-yl)amino)tetrahydro-4,7-epoxy[1,3]dioxolo[4,5-d]oxepin-4(5H)-yl)methanol CC1(O[C@@H]2[C@@H]([C@H]([C@H]3OC[C@@]2(O3)CO)NC3=NC(=CN=C3)C(F)(F)F)O1)C